CC([O-])C.CC([O-])C.CC([O-])C.[Al+3] aluminum tri-iso-propoxide